O\N=C(/N)\C=1C=CC=2N(C1)C=C(N2)CC(=O)OCC ethyl (Z)-2-(6-(N'-hydroxycarbamimidoyl)imidazo[1,2-a]pyridin-2-yl)acetate